[[(4-chlorophenyl)-phenyl-methyl]-methyl-amino] (2S)-2-[(3-hydroxy-4-methoxy-pyridine-2-carbonyl) amino]propanoate OC=1C(=NC=CC1OC)C(=O)N[C@H](C(=O)ON(C)C(C1=CC=CC=C1)C1=CC=C(C=C1)Cl)C